O1N=C(C=2C=NC=CC21)N2CCN(CC2)CC=2C=C1CN(C(C1=CC2)=O)N2C(NC(CC2)=O)=O 1-(5-((4-(isoxazolo[4,5-c]pyridin-3-yl)piperazin-1-yl)methyl)-1-oxoisoindolin-2-yl)dihydropyrimidine-2,4(1H,3H)-dione